(S)-4-[6-(Fluoromethyl)-2-(5-fluoro-2-pyridyl)-6-methyl-5,7-dihydro-4H-pyrazolo[1,5-a]pyridin-3-yl]-1H-pyrazolo[3,4-b]pyridine FC[C@]1(CCC=2N(C1)N=C(C2C2=C1C(=NC=C2)NN=C1)C1=NC=C(C=C1)F)C